phenoxy-m-tolylphosphine O(C1=CC=CC=C1)PC=1C=C(C=CC1)C